(2S)-methyl 2-[4-bromo-2-(4-butoxy-4,5-dihydroisoxazol-3-yl) phenoxy]-3-cyclopropylpropionate BrC1=CC(=C(O[C@H](C(=O)OC)CC2CC2)C=C1)C1=NOCC1OCCCC